(S)-2-(2-cyclohexylformyl-6-(3-methyl-1H-pyrrolo[2,3-b]pyridin-5-yl)-1,2,3,4-Tetrahydroisoquinolin-8-yl)pyrrolidine-1-carboxylate C1(CCCCC1)C(=O)N1CC2=C(C=C(C=C2CC1)C=1C=C2C(=NC1)NC=C2C)[C@H]2N(CCC2)C(=O)[O-]